C(C)(C)(C)OC(=O)N(C1CCC(CC1)C(=O)O)CC(C1=CC=CC=C1)C=1C=C(C(=CC1)Cl)C1=C(C(=CC=C1C(N)=O)OCCOC)F (1r,4r)-4-((tert-butoxycarbonyl)(2-(6'-carbamoyl-6-chloro-2'-fluoro-3'-(2-methoxyethoxy)-[1,1'-biphenyl]-3-yl)-2-phenylethyl)amino)cyclohexane-1-carboxylic acid